BrC1=C(C=C(C=C1)CF)F 1-bromo-2-fluoro-4-(fluoromethyl)benzene